C1(CC1)C(=O)N1C(CN(CC1)C(=O)OC(C)(C)C)C Tert-butyl 4-(cyclopropylcarbonyl)-3-methylpiperazine-1-carboxylate